N1(C(CC2=CC(=CC=C12)C(=O)OC)C(=O)OC(C)(C)C)C(=O)OC(C)(C)C 1,2-di-tert-butyl 5-methyl indoline-1,2,5-tricarboxylate